C1(CCCC1)C(C(=O)NC1CC(CC1)O)C cyclopentyl-N-(3-hydroxycyclopentyl)propanamide